C1(=CC=CC=C1)C=1C(N(N=CC1)CCCCN1CCC(CC1)C1=CC=CC=C1)=O 4-phenyl-2-(4-(4-phenylpiperidin-1-yl)butyl)pyridazin-3(2H)-one